((1R,4r)-4-((tert-butoxycarbonyl)(methyl)amino)cyclohexyl)methyl methanesulfonate CS(=O)(=O)OCC1CCC(CC1)N(C)C(=O)OC(C)(C)C